3-(3-{[(6-fluoroquinoxalin-2-yl)amino]methyl}-4-methyl-2-azabicyclo[3.1.1]heptane-2-carbonyl)-4-(2H-1,2,3-triazol-2-yl)benzonitrile FC=1C=C2N=CC(=NC2=CC1)NCC1N(C2CC(C1C)C2)C(=O)C=2C=C(C#N)C=CC2N2N=CC=N2